B1C=CC2=C1C=CC=C2 Benzo-borole